C[C@@H]1N(CC[C@@H]1C(NC1=C(C(=C(C=C1)F)F)F)=O)C(=O)OC(C)(C)C tert-butyl (2S,3S)-2-methyl-3-((2,3,4-trifluorophenyl)carbamoyl)pyrrolidine-1-carboxylate